2,3-dihydro-1,4-benzoxazepine O1CCN=CC2=C1C=CC=C2